cis-pyrrolizidine C1CCN2CCCC12